2-(2-chlorophenyl)-7-(imidazo[1,2-a]pyrazin-5-yl)-5,7-diazaspiro[3.4]octane-6,8-dione ClC1=C(C=CC=C1)C1CC2(C1)NC(N(C2=O)C2=CN=CC=1N2C=CN1)=O